pyrido[3,4-g]isoquinolin-1(2H)-one C1(NC=CC=2C1=CC=1C=CN=CC1C2)=O